C(#N)C1=C(C=C(C=C1)N1C(N(C(C1=O)(C)C)C1=CC(=C(OCCN2C[C@H](N(C[C@H]2C)C(=O)OC(C)(C)C)C)C=C1)CC)=S)C(F)(F)F tert-Butyl (2R,5R)-4-(2-(4-(3-(4-Cyano-3-(trifluoromethyl)phenyl)-5,5-dimethyl-4-oxo-2-thioxoimidazolidin-1-yl)-2-ethylphenoxy)ethyl)-2,5-dimethylpiperazine-1-carboxylate